2-[[4-[4-hydroxy-1-piperidinyl]-6-[4-[tetrazol-5-yl]-4-hydroxypiperidin-1-yl]2-pyrimidinyl]amino]-4-methyl-5-thiazolecarboxylic acid, ethyl ester OC1CCN(CC1)C1=NC(=NC(=C1)N1CCC(CC1)(O)C1=NN=NN1)NC=1SC(=C(N1)C)C(=O)OCC